(S)-1-(4-(Morpholin-2-yl)phenyl)-3-(4-(trifluoromethyl)phenyl)urea N1C[C@@H](OCC1)C1=CC=C(C=C1)NC(=O)NC1=CC=C(C=C1)C(F)(F)F